((4-ethylpiperazin-1-yl)methyl)-1-(5-(7-(1-methyl-1H-pyrazol-4-yl)quinolin-5-yl)pyridin-2-yl)piperidin-4-amine C(C)N1CCN(CC1)CC1N(CCC(C1)N)C1=NC=C(C=C1)C1=C2C=CC=NC2=CC(=C1)C=1C=NN(C1)C